2-(furo[3,2-b]pyridin-5-ylmethyl)-6-((1-methyl-1H-pyrazol-3-yl)sulfonyl)phthalazin-1(2H)-one O1C=CC2=NC(=CC=C21)CN2C(C1=CC=C(C=C1C=N2)S(=O)(=O)C2=NN(C=C2)C)=O